CNC(=O)C1=NNC2=CC(=CC=C12)C1CNCCC1 N-methyl-6-(piperidin-3-yl)-1H-indazole-3-carboxamide